C[C@@H]1N(CCC1)C1=CC(=CC(=N1)C(=O)NC1=CC(=C(C(=O)O)C=C1)C)C(F)(F)F (S)-4-(6-(2-Methylpyrrolidin-1-yl)-4-(trifluoromethyl)picolinamido)2-methylbenzoic acid